2-(3-(1-((3,3-difluorocyclobutyl)methyl)piperidin-4-yl)-1H-pyrrolo[2,3-c]pyridin-1-yl)-5-fluoro-N-isopropyl-N-methylbenzamide FC1(CC(C1)CN1CCC(CC1)C1=CN(C2=CN=CC=C21)C2=C(C(=O)N(C)C(C)C)C=C(C=C2)F)F